COC1=CC=C(C(=O)N2CC3=CC=CC(=C3CC2)Br)C=C1 2-(4-methoxybenzoyl)-5-bromo-1,2,3,4-tetrahydroisoquinoline